C1(CC1)N(C1=C(C(=NC=N1)NCC1CCN(CC1)CC(=O)N)F)C(C)C1=CC=C(C=C1)C(F)(F)F 2-(4-(((6-(cyclopropyl(1-(4-(trifluoromethyl)phenyl)ethyl)amino)-5-fluoropyrimidin-4-yl)amino)methyl)piperidin-1-yl)acetamide